(1R,6R)-2',6'-diacetoxy-4'-butyl-6-(prop-1-en-2-yl)-1,4,5,6-tetrahydro-[1,1'-biphenyl]-3-carboxylic acid C(C)(=O)OC1=C(C(=CC(=C1)CCCC)OC(C)=O)[C@@H]1C=C(CC[C@H]1C(=C)C)C(=O)O